(1r,3r)-3-(4-(trifluoromethoxy)phenoxy)cyclobutane-1-amine hydrochloride Cl.FC(OC1=CC=C(OC2CC(C2)N)C=C1)(F)F